((4-(7-(tert-Butoxycarbonyl)-2,7-diazaspiro[4.4]non-2-yl)pyrimidin-5-yl)oxy)-5-fluorobenzoic acid C(C)(C)(C)OC(=O)N1CC2(CCN(C2)C2=NC=NC=C2OC2=C(C(=O)O)C=C(C=C2)F)CC1